(2E)-N-[5-methyl-3-(piperidin-1-yl)hexa-2,4-dien-1-ylidene]benzenesulfonamide CC(=C\C(=C/C=NS(=O)(=O)C1=CC=CC=C1)\N1CCCCC1)C